CN(C)CC=1C=C(C=NC1)B(O)O 5-((DIMETHYLAMINO)METHYL)PYRIDIN-3-YLBORONIC ACID